methyl (Z)-4-(2-ethoxyvinyl)-2-((4-ethyl-2-fluorophenyl)amino)-1-methyl-6-oxo-1,6-dihydropyridine-3-carboxylate C(C)O\C=C/C=1C(=C(N(C(C1)=O)C)NC1=C(C=C(C=C1)CC)F)C(=O)OC